O1C=CC=2C(=NC=CC21)C2=CC=C(C(=O)N[C@@H]1CN(C[C@H]1O)C1=NC=C(C=N1)CO)C=C2 4-(furo[3,2-c]pyridin-4-yl)-N-{(3R,4R)-4-hydroxy-1-[5-(hydroxymethyl)pyrimidin-2-yl]pyrrolidin-3-yl}benzamide